COC1=CC=C(C=C1)C=1C(=CC=2N(C1)CNN2)OCC2=NN(C=C2)C 6-(4-Methoxyphenyl)-7-[(1-methylpyrazol-3-yl)methoxy]-2H-[1,2,4]triazolo[4,3-a]pyridin